N=1NN=NC1C1=CC=C(C=C1)C=1N(C2=CC(=C(C=C2C1S(=O)(=O)N)F)Cl)C1=CC=CC=C1 (4-(2H-tetrazol-5-yl)phenyl)-6-chloro-5-fluoro-1-phenyl-1H-indole-3-sulfonamide